CCCCCC\C=C/CCCCCCCCCCCC cis-7-eicosene